N-(7-iodo-4-methoxy-6-(methoxymethyl)benzo[d]isoxazol-3-yl)-2,6-dimethoxybenzenesulfonamide IC1=C(C=C(C=2C(=NOC21)NS(=O)(=O)C2=C(C=CC=C2OC)OC)OC)COC